C(CCC)C1(CS(C2=C(N(C1)C1=CC=CC=C1)C=C(C(=C2)O)F)(=O)=O)CC 3-butyl-3-ethyl-7-fluoro-8-hydroxy-5-phenyl-2,3,4,5-tetrahydro-1,5-benzothiazepine 1,1-dioxide